N1(CCNCC1)C1=CC=C(C(=O)OCC)C=C1 ethyl (4-piperazin-1-yl)benzoate